(E)-N-(4-(1-(6-(4-(4-((2-(2,6-dioxopiperidin-3-yl)-1-oxoisoindolin-4-yl)glycyl)piperazin-1-yl)piperidin-1-yl)nicotinoyl)piperidin-4-yl)butyl)-3-(pyridin-3-yl)acrylamide O=C1NC(CCC1N1C(C2=CC=CC(=C2C1)NCC(=O)N1CCN(CC1)C1CCN(CC1)C1=NC=C(C(=O)N2CCC(CC2)CCCCNC(\C=C\C=2C=NC=CC2)=O)C=C1)=O)=O